FC1=C(C=C(C=C1)F)C(CC#CC#CC=1C=CNC1)N1C(C2=CC=CC=C2C1)=O 4-(6-(2,5-Difluorophenyl)-6-(1-oxoisoindolin-2-yl)hex-1,3-diyn-1-yl)-1H-pyrrole